ClC=1C=C(C=CC1)NC(NC=1C=C(COC2=C(C(=O)N)C=CC=C2)C=CC1)=O 2-(3-(3-(3-chlorophenyl)ureido)benzyloxy)benzamide